4-(4-(4-(4-Methoxyphenyl)piperazin-1-yl)phenyl)-1-(6-phenylhexyl)-1H-1,2,4-triazol-5(4H)-one COC1=CC=C(C=C1)N1CCN(CC1)C1=CC=C(C=C1)N1C=NN(C1=O)CCCCCCC1=CC=CC=C1